methyl 6-(2,2,2-trifluoroethyl)imidazo[1,5-a]pyridine-3-carboxylate FC(CC=1C=CC=2N(C1)C(=NC2)C(=O)OC)(F)F